FC=1C(=C(C=CC1F)C(=O)N1CC(C1)(O)CCNCC(C(F)(F)F)(F)F)NC1=C(C=C(C=C1)I)F 1-({3,4-difluoro-2-[(2-fluoro-4-iodophenyl)amino]Phenyl}carbonyl)-3-{2-[(2,2,3,3,3-pentafluoropropyl)amino]Ethyl}azetidin-3-ol